S1C(=CC=C1)CN(C(=O)N(C)CC(=O)OC)CC=1SC=CC1 methyl {[bis(2-thienylmethyl)carbamoyl](methyl)amino}acetate